8-(benzyl)-2-methyl-2H,8H-pyrazolo[3,4-b]indole C(C1=CC=CC=C1)N1C=2C(C3=CC=CC=C13)=CN(N2)C